(S)-2-(4-(2-((4-cyano-2-fluorobenzyl)oxy)pyrimidin-4-yl)-2,5-difluorobenzyl)-1-(4,4-dimethyltetrahydrofuran-3-yl)-4-fluoro-1H-benzo[d]imidazole-6-carboxylic acid C(#N)C1=CC(=C(COC2=NC=CC(=N2)C2=CC(=C(CC3=NC4=C(N3[C@@H]3COCC3(C)C)C=C(C=C4F)C(=O)O)C=C2F)F)C=C1)F